hydroxyamine sulfurate S(O)(O)(=O)=O.ON